ClC1=CC(=C(C=C1)C1=NC(=CC=2N=C(N(C(C21)=O)C)C)N2C[C@H](OCC2)C2=CC(=CC=C2)OC(F)(F)F)F 5-(4-chloro-2-fluorophenyl)-2,3-dimethyl-7-((2R)-2-(3-(trifluoromethoxy)phenyl)-4-morpholinyl)pyrido[4,3-d]pyrimidin-4(3H)-one